C(C)OC(CC1CN(CC1)C1=C(C=C(C=C1F)C1=NC(=CN=C1)OCC1CC1)F)=O {1-[4-(6-Cyclopropylmethoxy-pyrazin-2-yl)-2,6-difluoro-phenyl]-pyrrolidin-3-yl}acetic acid ethyl ester